NC1=NC=C(C#N)C(=C1)NCC1CC1 6-amino-4-((cyclopropylmethyl)amino)nicotinonitrile